FC1(CCN(CCC1)C1=CN=C(C(=C1C(=O)O)C)C(F)(F)F)F 5-(4,4-difluoroazepan-1-yl)-3-methyl-2-(trifluoromethyl)isonicotinic acid